2-methylethylthio carbamate C(N)(OSCCC)=O